5-((4-(4-Amino-octahydrocyclopenta[c]pyrrole-2-carbonyl)benzyl)oxy)quinoline-8-carbonitrile NC1CCC2CN(CC21)C(=O)C2=CC=C(COC1=C3C=CC=NC3=C(C=C1)C#N)C=C2